ClC1=CC=C(C=C1)N1C=2N(C[C@@H](C1)CNC(C=C)=O)N=CC2 |o1:11| (R)- or (S)-N-((4-(4-chlorophenyl)-4,5,6,7-tetrahydropyrazolo[1,5-a]pyrimidin-6-yl)methyl)acrylamide